COC(=O)[C@H]1CCN(C2(CC2)C1)C(=O)C1=NNC(=C1)C1=CC(=NC=C1F)OC (S)-4-[5-(5-fluoro-2-methoxypyridin-4-yl)-1H-pyrazole-3-carbonyl]-4-azaspiro[2.5]octane-7-carboxylic acid methyl ester